BrC1=CC=CC=2C=C(OC21)C(=O)N2CCN(CC2)CC(=O)NC 2-(4-(7-bromobenzofuran-2-carbonyl)piperazin-1-yl)-N-methylacetamide